(3aR,5r,6aS)-5-(pyridin-2-ylmethyl)octahydrocyclopenta[c]pyrrol-5-ol hydrochloride Cl.N1=C(C=CC=C1)CC1(C[C@@H]2[C@@H](CNC2)C1)O